[Na+].[Na+].C(C)N(OS(=O)(=O)[O-])CC.C(C)N(OS(=O)(=O)[O-])CC N,N-diethylsulfohydroxylamine disodium salt